5-(2-fluoro-3-(5-fluoro-1H-indazol-4-yl)-6-hydroxyphenyl)-1,2,5-thiadiazolidin-3-one 1,1-dioxide FC1=C(C(=CC=C1C1=C2C=NNC2=CC=C1F)O)N1CC(NS1(=O)=O)=O